2-(4-bromophenyl)benzofurane BrC1=CC=C(C=C1)C=1OC2=C(C1)C=CC=C2